C1NCCC=2C3=CC=C4C(C3=NC12)=CC=1C=CC=CC14 indenotryptoline